iron-nickel-tellurium [Te].[Ni].[Fe]